NC1=NC(=C(C=2C1=NN(N2)CC2=NC=CC=C2)C2=CC=NN2CC)C=2C(=C(C#N)C=CC2)F 3-(4-amino-7-(1-ethyl-1H-pyrazol-5-yl)-2-(pyridin-2-ylmethyl)-2H-[1,2,3]triazolo[4,5-c]pyridin-6-yl)-2-fluorobenzonitrile